(3-(2-oxa-6-azaspiro[3.5]non-6-yl)propoxy)-2,2'-dimethyl-[1,1'-biphenyl] C1OCC12CN(CCC2)CCCOC=2C(=C(C=CC2)C2=C(C=CC=C2)C)C